8-(1-ethyl-1H-pyrazolo[3,4-d]pyrimidin-6-yl)-2-(6-(trifluoromethyl)pyridin-3-yl)-2,8-diazaspiro[4.5]decan-3-one C(C)N1N=CC=2C1=NC(=NC2)N2CCC1(CC(N(C1)C=1C=NC(=CC1)C(F)(F)F)=O)CC2